tert-butyl 4-(4-((4-(methylthio)benzyl)oxy)phenyl)-1H-imidazole-1-carboxylate CSC1=CC=C(COC2=CC=C(C=C2)C=2N=CN(C2)C(=O)OC(C)(C)C)C=C1